BrCC#C[Si](C)(C)C(C)(C)C (3-Bromoprop-1-yn-1-yl)(tert-butyl)dimethylsilane